zinc-chromium sulfide [S-2].[Cr+3].[Zn+2]